6-{3-azabicyclo[3.1.0]hexan-3-yl}-2-fluoro-3-(hydroxymethyl)benzonitrile C12CN(CC2C1)C1=CC=C(C(=C1C#N)F)CO